C\C(=C/COC(CCCCCCCBr)=O)\CCC=C(C)C.ClC=1C=C(C=CC1N[C@@H](C(F)(F)F)C1=CC=CC=C1)S(=O)(=O)NC=1SC=CN1 (R)-3-chloro-N-(thiazol-2-yl)-4-((2,2,2-trifluoro-1-phenylethyl)amino)benzenesulfonamide (E)-3,7-dimethyloct-2,6-dien-1-yl-8-bromooctanoate